COC1=C(C(=O)NC=2C=CC=3N(C2)C=C(N3)C=3C=NC=CC3)C=CC=C1 2-methoxy-N-(2-(pyridin-3-yl)imidazo[1,2-a]pyridin-6-yl)benzamide